BrC=1C=C2C(=CN(C2=CC1)C(=O)OC(C)(C)C)CCO Tert-butyl 5-bromo-3-(2-hydroxyethyl)-1H-indole-1-carboxylate